[OH-].CC1(C=[N+](C=2C=CC3=C(C12)C=CC=C3)CCCCS(=O)(=O)O)C 1,1-dimethyl-3-(4-sulfobutyl)-1H-benzo[e]Indolium hydroxide